CC1(C(N(CC1)C(=O)OC(C)(C)C)C(=O)OCC)C 1-tert-butyl 2-ethyl 3,3-dimethylpyrrolidine-1,2-dicarboxylate